2-fluoro-N-(4-fluoro-6-(4-methylpyridin-3-yl)benzo[d]thiazol-2-yl)cyclopropane-1-carboxamide FC1C(C1)C(=O)NC=1SC2=C(N1)C(=CC(=C2)C=2C=NC=CC2C)F